3-Methyl-5-(N-(2,6-dimethylbenzyl)-N-phenethylsulfamoyl)benzofuran-2-carboxylic acid CC1=C(OC2=C1C=C(C=C2)S(N(CCC2=CC=CC=C2)CC2=C(C=CC=C2C)C)(=O)=O)C(=O)O